α-propanoyloxyisobutyric acid C(CC)(=O)OC(C(=O)O)(C)C